FC(O[C@@H]1CC2=CCCN2C1)(F)F (2R,7aR)-2-(trifluoromethoxy)tetrahydro-1H-pyrrolizine